C(C)(C)(C)N1N=CC(=C1)C=1C=C(C=CC1)N(C(=O)[C@@H]1CC[C@H](CC1)O)C[C@@H]1CC[C@H](CC1)C1=NC(=C(C=C1)OC)C trans-N-(3-(1-(tert-Butyl)-1H-pyrazol-4-yl)phenyl)-4-hydroxy-N-((trans-4-(5-methoxy-6-methylpyridin-2-yl)cyclohexyl)methyl)cyclohexane-carboxamide